CC(F)(F)Cl methyl-chlorodifluoromethane